C1(CC1)C=1C=C(C=CC1)C(=O)N1CCC2(C(N3[C@H](O2)CC[C@H]3C3=CC(=CC=C3)F)=O)CC1 (5'S,7a'R)-1-(3-cyclopropylbenzene-1-carbonyl)-5'-(3-fluorophenyl)tetra-hydro-3'H-spiro[piperidine-4,2'-pyrrolo[2,1-b][1,3]oxazol]-3'-one